europium diphenylmalonate hydrate O.C1(=CC=CC=C1)C(C(=O)[O-])(C(=O)[O-])C1=CC=CC=C1.[Eu+3].C1(=CC=CC=C1)C(C(=O)[O-])(C(=O)[O-])C1=CC=CC=C1.C1(=CC=CC=C1)C(C(=O)[O-])(C(=O)[O-])C1=CC=CC=C1.[Eu+3]